N1=CC(=CC=C1)C1=CC=C(C=C1)C1C[C@@H](N(CC1)C(=O)OC(C)(C)C)C(=O)OC(C)(C)C di-tert-butyl (2R)-4-(4-(pyridin-3-yl)phenyl)piperidine-1,2-dicarboxylate